C1(CC1)C1=NN(C(=C1)NC(CC=1C=NN(C1)C1=NC(=CC=C1)C)=O)C(=O)OC(C)(C)C tert-butyl 3-cyclopropyl-5-{2-[1-(6-methylpyridin-2-yl)pyrazol-4-yl]acetamido}pyrazole-1-carboxylate